[Si](C)(C)(C(C)(C)C)O[C@H]1[C@@](CN(CC1)C1=NC=CC(=N1)N)(C)F 2-((3S,4R)-4-(tert-butyldimethylsilyloxy)-3-fluoro-3-methylpiperidin-1-yl)pyrimidin-4-amine